2-fluoro-5-(((2R,3R)-3-hydroxybut-2-yl)oxy)-3-(5-methylthiazol-2-yl)-N-((R)-1-(2-(trifluoromethyl)pyrimidin-5-yl)ethyl)benzamide FC1=C(C(=O)N[C@H](C)C=2C=NC(=NC2)C(F)(F)F)C=C(C=C1C=1SC(=CN1)C)O[C@H](C)[C@@H](C)O